(S)-3-(3-((2S,3R)-2-(benzo[d][1,3]dioxolan-5-yl-2,2-d2)-4,4,4-Trifluoro-3-methylbutanylamino)-4-chlorophenyl)-3-cyclopropylpropionic acid O1C(OC2=C1C=CC(=C2)[C@@H](CNC=2C=C(C=CC2Cl)[C@@H](CC(=O)O)C2CC2)[C@H](C(F)(F)F)C)([2H])[2H]